5-(3-((3s,4r)-4-(3,4-difluorophenyl)-1-(2-methoxyethyl) pyrrolidin-3-yl) ureido)-4-methyl-1-phenyl-1H-pyrazol-3-yl dimethylcarbamate CN(C(OC1=NN(C(=C1C)NC(=O)N[C@@H]1CN(C[C@H]1C1=CC(=C(C=C1)F)F)CCOC)C1=CC=CC=C1)=O)C